COC(=O)C1(N(C[C@@H]([C@]1(C)O)CC=C)C=O)C(=O)OC (3S,4S)-4-allyl-1-formyl-3-hydroxy-3-methylpyrrolidine-2,2-dicarboxylic acid dimethyl ester